O=C1NC=C(C2=CC=C(C=C12)O[C@@H](C(=O)N1C[C@H](CCC1)C(=O)O)C)C1=C(C=CC=C1)C(F)(F)F (S)-1-((R)-2-((1-oxo-4-(2-(trifluoromethyl)phenyl)-1,2-dihydroisoquinolin-7-yl)oxy)propanoyl)piperidine-3-carboxylic acid